N-(2-oxotetrahydrofuran-3-yl)benzamide C1COC(=O)C1NC(=O)C2=CC=CC=C2